1-methyl-3-cyclohex-ene CC1CC=CCC1